N-(4-fluoro-3-((2-((1-methyl-1H-pyrazol-4-yl)amino)-5-(1-methyl-2,5-dihydro-1H-pyrrol-3-yl)pyrimidin-4-yl)amino)phenyl)acrylamide FC1=C(C=C(C=C1)NC(C=C)=O)NC1=NC(=NC=C1C=1CN(CC1)C)NC=1C=NN(C1)C